(Z)-ethyl 3-(6-bromopyridin-3-yl)-4,4,4-trifluorobut-2-enoate BrC1=CC=C(C=N1)/C(=C/C(=O)OCC)/C(F)(F)F